OC(=O)C(F)(F)F.C12(CC3CC(CC(C1)C3)C2)CN(C(C)=O)CCN2C3CC(CC2CC3)C3=CC(=CC=C3)O N-adamantan-1-ylmethyl-N-{2-[3-endo-(3-hydroxyphenyl)-8-aza-bicyclo[3.2.1]oct-8-yl]-ethyl}acetamide TFA salt